2-Bromo-N-(2,3-dimethylphenyl)acrylamide tert-butyl-4-[2-methoxy-4-(trifluoromethoxy)anilino]-3-methyl-piperidine-1-carboxylate C(C)(C)(C)OC(=O)N1CC(C(CC1)NC1=C(C=C(C=C1)OC(F)(F)F)OC)C.BrC(C(=O)NC1=C(C(=CC=C1)C)C)=C